N1(CCNCC1)C(C=C)=O 1-(piperazin-1-yl)prop-2-en-1-one